F[C@H]1CN(C[C@@H]1F)C=1C=2N(N=C(C1)C=1C(NC(NC1)=O)=O)C=CN2 5-[8-[(3S,4S)-3,4-difluoropyrrolidin-1-yl]imidazo[1,2-b]pyridazin-6-yl]-1H-pyrimidine-2,4-dione